caffeic acid, cinnamyl ester C(\C=C\C1=CC(O)=C(O)C=C1)(=O)OCC=CC1=CC=CC=C1